CCC(C)CC(C)C(=O)OC1(C(=O)C=C2C=C(OC=C2C1=O)C(C(C)O)O)C The molecule is an azaphilone that is the ester obtained by formal condensation of the carboxy group of 2,4-dimethylhexanoic acid with the tertiary hydroxy group of 7-hydroxy-3-(1,2-dihydroxypropyl)-7-methyl-6H-2-benzopyran-6,8(7H)-dione. It has a role as an Aspergillus metabolite. It is an azaphilone, a beta-diketone, a 2-benzopyran, a carboxylic ester, a cyclic ketone, a polyketide, a glycol and a secondary alcohol.